O=C([C@H](C[C@H]1C(NCC1)=O)NC(=O)[C@H]1N(CC2(CC2)C1)C(C(CCC(F)(F)F)O)=O)COC(F)(F)F (6S)-N-((S)-3-oxo-1-((S)-2-oxopyrrolidin-3-yl)-4-(trifluoromethoxy)butan-2-yl)-5-(5,5,5-trifluoro-2-hydroxypentanoyl)-5-azaspiro[2.4]heptane-6-carboxamide